C(C)(=O)NC=1C(=C(C(=C(C(=O)N(C)CC(CO)O)C1I)I)C(=O)NCC(CO)O)I 5-acetamido-N1,N3-bis(2,3-dihydroxypropyl)-2,4,6-triiodo-N1-methylisophthalamide